triisopropyl-ethylsulfonyl-(pentafluorophenyl)phosphine C(C)(C)C(CS(=O)(=O)PC1=C(C(=C(C(=C1F)F)F)F)F)(C(C)C)C(C)C